3,7-Dimethyl-5-(2-methylpropyl)oct-5-enal CC(CC=O)CC(=CC(C)C)CC(C)C